CC1=NC=C(C(=O)NC2=CC(=CC=C2)S(NC2=CC(=CC=C2)C(F)(F)F)(=O)=O)C=C1 6-methyl-N-(3-(N-(3-(trifluoromethyl)phenyl)sulfamoyl)phenyl)nicotinamide